C(N1C(OCC2=C1C=CC(=C2)C2=CN=CC=1C(CCCC21)NC(CC)=O)=C=O)([2H])([2H])[2H] N-(4-(1-(methyl-d3)-2-carbonyl-1,4-dihydro-2H-benzo[d][1,3]oxazin-6-yl)-5,6,7,8-tetrahydroisoquinolin-8-yl)propanamide